N-SALICYLIDENEAMINE C(C=1C(O)=CC=CC1)=N